C[N+](CCCP(=O)(O)O)(C)C N,N,N-trimethyl-3-phosphonopropan-1-aminium